FC(C(=O)N1CC2=C(CCC1)OC1=C2C=CC=C1)(F)F N-(trifluoroacetyl)2,3,4,5-tetrahydro-1H-benzofuro[3,2-c]azepine